OCC([C@H](C[C@H]1C(NCC1)=O)NC(=O)[C@@H]1N(C[C@H]2[C@@H]1CCC2)C(=O)C=2NC1=CC=CC=C1C2)=O (1R,3aR,6aS)-N-((S)-4-hydroxy-3-oxo-1-((S)-2-oxopyrrolidin-3-yl)butan-2-yl)-2-(1H-indole-2-carbonyl)octahydrocyclopenta[c]pyrrole-1-carboxamide